Tetradecylamide C(CCCCCCCCCCCCC)[NH-]